COC(CS(=O)(=O)C)=O 2-Methanesulfonylacetic acid methyl ester